ClC=1C=CC(=C(C(S\C(=C(\C)/N(C=O)CC=2C(=NC(=NC2)C)N)\CCO)=O)C1)OC1=CC=C(C=C1)F (Z)-S-(2-(N-((4-amino-2-methylpyrimidin-5-yl)methyl)formamido)-5-hydroxypent-2-en-3-yl) 5-chloro-2-(4-fluorophenoxy)benzothioate